[4-(2-oxo-ethyl)phenyl]boric acid O=CCC1=CC=C(C=C1)OB(O)O